OB(C1=CC(=C(C(=O)O)C=C1)[N+](=O)[O-])O 4-(DIHYDROXYBORYL)-2-NITROBENZOIC ACID